N2-Cyclohexyl-N8-(2-fluorophenyl)-9-(piperidin-4-ylmethyl)-9H-purin-2,8-diamin C1(CCCCC1)NC1=NC=C2N=C(N(C2=N1)CC1CCNCC1)NC1=C(C=CC=C1)F